C1(CCC1)C(CN)C1=CC=CC=C1 2-cyclobutyl-2-phenyl-ethanamine